[O-]CCC.[Zr+4].[O-]CCC.[O-]CCC.[O-]CCC Zirconium propoxid